C(=O)(O)CCC1=C(NC2=CC=CC=C12)CCC=1NC2=CC=CC=C2C1C(=O)O 2-[2-[3-(2-Carboxyethyl)-1H-indol-2-yl]ethyl]-1H-indole-3-carboxylic acid